NC1=NC=NN2C1=C(C=C2[C@@H]2C[C@@H](N(C2)C(C=C)=O)COC)C#CC2=C(C(=CC(=C2)OC)OC)F 1-[(2R,4R)-4-[4-amino-5-[2-(2-fluoro-3,5-dimethoxyphenyl)ethynyl]pyrrolo[2,1-f][1,2,4]triazin-7-yl]-2-(methoxymethyl)pyrrolidin-1-yl]prop-2-en-1-one